C(C)(CC)C1N(CC2=C(NC1=O)C=NC=C2F)C(COC)=O 3-(sec-butyl)-6-fluoro-4-(2-methoxyacetyl)-1,3,4,5-tetrahydro-2H-pyrido[3,4-e][1,4]diazepin-2-one